2-((S)-4,4-difluoro-3-(6-oxo-1,6-dihydropyridin-3-yl)piperidin-1-yl)-N-(5-(pyridin-3-ylmethyl)pyridin-2-yl)propanamide FC1([C@H](CN(CC1)C(C(=O)NC1=NC=C(C=C1)CC=1C=NC=CC1)C)C1=CNC(C=C1)=O)F